N1C=NC2=C1C=CC(=C2)N2C(NC[C@H]2C2=CC=C(C=C2)C=2SC(=CC2)C(F)(F)F)=O (5R)-1-(1H-benzimidazol-5-yl)-5-{4-[5-(trifluoromethyl)thiophen-2-yl]phenyl}imidazolidin-2-one